1-phenyl-3-(2-(2-phenylpropyl)-1,3-dioxolan-4-yl)propan-1-one C1(=CC=CC=C1)C(CCC1OC(OC1)CC(C)C1=CC=CC=C1)=O